S(=O)(=O)(O)O.ClC=1C(=C(C=CC1)NC(=O)C1=CC(=CC=2NC(=NC21)C2(CC2)C)NC(=O)C2=C(C=CC=C2)C(F)(F)F)C N-(3-chloro-2-methylphenyl)-2-(1-methylcyclopropyl)-6-({[2-(trifluoromethyl)phenyl]carbonyl}amino)-1H-benzimidazole-4-carboxamide sulfate